ClC1=C(C(=O)C2=CNC3=NC=C(C(=C32)N[C@H]3CO[C@@H](CC3)CO)C#N)C(=CC(=C1)OC1=CC=CC=C1)Cl 3-(2,6-dichloro-4-phenoxybenzoyl)-4-(((3R,6S)-6-(hydroxymethyl)tetrahydro-2H-pyran-3-yl)amino)-1H-pyrrolo[2,3-b]pyridine-5-carbonitrile